(R)-5-fluoro-3-(pyrrolidin-2-yl)pyridin-2-ol hydrochloride Cl.FC=1C=C(C(=NC1)O)[C@@H]1NCCC1